C(C)(=O)OCC\C=C\C\C=C/CC (E,Z)-3,6-NONADIEN-1-OL ACETATE